methyl (2S,3R)-2-(4-chloro-2-cyanophenylsulfonamido)-3-(6-fluoro-2,3-dimethylphenyl)butanoate ClC1=CC(=C(C=C1)S(=O)(=O)N[C@H](C(=O)OC)[C@H](C)C1=C(C(=CC=C1F)C)C)C#N